CC1CC(OCC1)C=C(CC)C (±)-4-methyl-2-(2-methylbut-1-en-1-yl)tetrahydro-2H-pyran